ClC1=C(OCC(=O)N2[C@@H]([C@@H]3[C@H](C2)CCC3)C(=O)N[C@H](C=O)C[C@H]3C(NCCC3)=O)C=CC(=C1)Cl (1S,3aR,6aS)-2-(2-(2,4-dichlorophenoxy)acetyl)-N-((S)-1-oxo-3-((S)-2-oxopiperidin-3-yl)propan-2-yl)octahydrocyclopenta[c]pyrrole-1-carboxamide